[Cl-].NC1=C[N+](=NO1)CC1=CC(=CC=C1)Br 5-amino-3-(3-bromobenzyl)-1,2,3-oxadiazole-3-ium chloride